(S)-2-(3,3-diethylureido)-4-((2,2-difluoroethyl)(4-(5,6,7,8-tetrahydro-1,8-naphthyridin-2-yl)butyl)amino)butanoic acid C(C)N(C(N[C@H](C(=O)O)CCN(CCCCC1=NC=2NCCCC2C=C1)CC(F)F)=O)CC